NCC=1C=C(C=CC1)C=1C=CC2=C(C(=CO2)COC2=C(C=CC=C2C)CC(=O)OCC)C1 ethyl 2-(2-((5-(3-(aminomethyl)phenyl)benzofuran-3-yl)methoxy)-3-methylphenyl)acetate